ClC1=CC=CC2=C1N=C(S2)C(C)(C(C)C2CCCCC2)C 4-chloro-2-(3-cyclohexyl-2-methylbut-2-yl)benzothiazole